tartaric acid Phosphate P(=O)(O)(O)O.C(C(O)C(O)C(=O)O)(=O)O